2,3-dihydrocyclopenta[c]isochromene-1,5-dione C1(CCC=2OC(C=3C=CC=CC3C21)=O)=O